5-bromo-2-(pentafluoro-lambda6-sulfanyl)pyridine BrC=1C=CC(=NC1)S(F)(F)(F)(F)F